C1(CC1)CCNC=1N=CC2=C(N(C(C=3C=C(C=CC23)CN2CCN(CC2)C2=CC=NC=C2)=O)[C@@H]2CC[C@H](CC2)O)N1 trans-3-((2-Cyclopropylethyl)amino)-5-(4-hydroxycyclohexyl)-8-((4-(pyridin-4-yl)piperazin-1-yl)methyl)pyrimido[4,5-c]isoquinolin-6(5H)-one